COC1=C(C=CC=C1)C1=NC(=C2N1C1=CC=CC=C1C=C2)C#N 1-(2-methoxyphenyl)imidazo[1,5-a]quinoline-3-carbonitrile